3-ethylpentane-2,4-dione C(C)C(C(C)=O)C(C)=O